METHYLPROPANAMIDE CC(C(=O)N)C